N-[2-(4-{4-hydroxy-4-[5-(pyrimidin-2-yl)pyridin-2-yl]cyclohexyl}-octahydropyrrolo[3,2-b]pyrrol-1-yl)-2-oxoethyl]-4-(trifluoromethyl)pyridine-2-carboxamide OC1(CCC(CC1)N1CCC2N(CCC21)C(CNC(=O)C2=NC=CC(=C2)C(F)(F)F)=O)C2=NC=C(C=C2)C2=NC=CC=N2